NC1=C(C=2C(=NC=C(C2S1)F)C=1C2=C(C=3C=NC(=NC3C1F)N1C[C@H](CC1)N1CCN(CCC1)C)COC2)C#N 2-Amino-7-fluoro-4-(5-fluoro-3-((S)-3-(4-methyl-1,4-diazepan-1-yl)pyrrolidin-1-yl)-7,9-dihydrofuro[3,4-f]quinazolin-6-yl)thieno[3,2-c]pyridine-3-carbonitrile